FC1=C(C=C(C(=C1F)F)[N+](=O)[O-])[N+](=O)[O-] 2,3,4-trifluoro-dinitrobenzene